CNC=1C=NC(=CC1N)SC(F)(F)F N3-methyl-6-(trifluoromethylsulfanyl)pyridine-3,4-diamine